COC=1C=C(CC2=C(C(C=3C=CC=C(C3C2=O)S(=O)(=O)N)=O)C)C=CC1 7-(3-methoxybenzyl)-6-methyl-5,8-dioxo-5,8-dihydronaphthalene-1-sulfonamide